7-(4-methoxybenzyl)-N7-methyl-3-nitropyrazolo[1,5-a]pyrimidine-5,7-diamine COC1=CC=C(CC2(C=C(N=C3N2NC=C3[N+](=O)[O-])N)NC)C=C1